OC[C@H]1CC2=CCCN2[C@H]1C1=NN(C=C1)C1OCCCC1 (2S,3R,7aR)-2-(hydroxymethyl)-3-(1-(tetrahydro-2H-pyran-2-yl)-1H-pyrazol-3-yl)-tetrahydro-1H-pyrrolizine